CN(C(OC(C)(C)C)=O)[C@H]1CNCCC1 tert-butyl (R)-methyl-(piperidine-3-yl)carbamate